CON(C(=O)C1=NNC(=C1)C)C N-methoxy-N,5-dimethyl-1H-pyrazole-3-carboxamide